2-bromo-6,7-dihydro-5H-pyrazolo[5,1-b][1,3]thiazine-3-carboxylic acid ethyl ester C(C)OC(=O)C=1C(=NN2C1SCCC2)Br